C(C)OC(=O)C=1OC2=C(C1)C=C(C=C2)SC2=CC(=C(C=C2)Cl)[N+](=O)[O-] 5-((4-Chloro-3-nitrophenyl)sulfanyl)benzofuran-2-carboxylic acid ethyl ester